FC1=CC=C(OC2=NC=CC=C2C2=CC=C(C(=O)N)C=C2)C=C1 4-((4-fluorophenoxy)pyridin-3-yl)benzamide